CC=1CN(C=C(C1)C)OC(=C)CCCC1=CC=CC=C1 3,5-Dimethyl-1-((5-phenylpent-1-en-2-yl)oxy)pyridin